NC=1N=NC(=CC1N1CC(C1)OC=1C=C(C=CC1)CN1CCN(CC1)C(CCCCCCNC1=C2C(N(C(C2=CC=C1)=O)C1C(NC(CC1)=O)=O)=O)=O)C1=C(C=CC=C1)O 4-[[7-[4-[[3-[1-[3-amino-6-(2-hydroxyphenyl)pyridazin-4-yl]azetidin-3-yl]oxyphenyl]methyl]piperazin-1-yl]-7-oxo-heptyl]amino]-2-(2,6-dioxo-3-piperidyl)isoindoline-1,3-dione